C1(CC1)S(=O)(=O)NC1=CC(=NC=C1)CNC(=O)C1=NC(=C(N=C1)N1C(CC1)CCC)C N-((4-(cyclopropanesulfonamido)pyridin-2-yl)methyl)-6-methyl-5-(2-propylazetidin-1-yl)pyrazine-2-carboxamide